5-Methyl-1-(2-trimethylsilylethoxymethyl)pyrazole-3-carboxylic acid methyl ester COC(=O)C1=NN(C(=C1)C)COCC[Si](C)(C)C